FC(C1=NC=CC(=C1)O[C@@H]1C(CN(C1)C1=CC(=NC(=N1)C)C=1C(=NC(=NC1)OC)OC)(F)F)F (S)-6-(4-((2-(difluoromethyl)pyridin-4-yl)oxy)-3,3-difluoropyrrolidin-1-yl)-2',4'-dimethoxy-2-methyl-4,5'-bipyrimidine